2-(4-amino-5-iodo-7H-pyrrolo[2,3-d]pyrimidin-7-yl)acetic acid NC=1C2=C(N=CN1)N(C=C2I)CC(=O)O